FC=1C(=C2C=CN=CC2=C(C1)CO)CNC1CC(C1)OC1=CC(=NC=C1)C(F)(F)F (6-fluoro-5-((((1r,3r)-3-((2-(trifluoromethyl)pyridin-4-yl)oxy)cyclobutyl)amino)methyl)isoquinolin-8-yl)methanol